C(C1=CC=CC=C1)OC1=CC(=C(C(=O)OC2=C(C(=C(C(=O)O)C(=C2C)C)O)Cl)C(=C1)C)OC 4-((4-(benzyloxy)-2-methoxy-6-methylbenzoyl)oxy)-3-chloro-2-hydroxy-5,6-dimethylbenzoic acid